CC1=CC=C(C=C1)C(NS(=O)=O)C=1C=C2CCC(N(C2=CC1)CCC)=O 1-(4-methylphenyl)-N-(2-oxo-1-propyl-1,2,3,4-tetrahydroquinolin-6-yl)methylsulfonamide